5-(4-(1,1,2,2-tetrafluoroethoxy)phenyl)-1-(1H-benzo[d]imidazol-5-yl)imidazolidin-2-one FC(C(F)F)(OC1=CC=C(C=C1)C1CNC(N1C1=CC2=C(NC=N2)C=C1)=O)F